2-amino-2-methyl-1,3-propanediol malate C(C(O)CC(=O)O)(=O)O.NC(CO)(CO)C